5-methyl-N-((tetrahydroxy-2H-pyran-4-yl)methyl)pyrazoline CC1C=CNN1CC1=C(C(OC=C1O)(O)O)O